[2-(2-methylbiphenyl-3-yl)-1,3-benzoxazol-5-yl[methyl]amino]ethanol CC1=C(C=CC=C1C=1OC2=C(N1)C=C(C=C2)N(C)C(C)O)C2=CC=CC=C2